(2E,6Z)-Nona-2,6-dienal C(\C=C\CC\C=C/CC)=O